CN1CCN(CC1)CCC[Si](OC)(OC)C 3-(4-methylpiperazino)propylmethyldimethoxysilane